tert-butyl 3-[[(1R)-1-[3,6-dimethyl-4-oxo-2-(3-pyridyl)chromen-8-yl]ethyl]amino]-6-fluoro-pyridine-2-carboxylate CC1=C(OC2=C(C=C(C=C2C1=O)C)[C@@H](C)NC=1C(=NC(=CC1)F)C(=O)OC(C)(C)C)C=1C=NC=CC1